4-methyl-1-(tetrahydro-2H-pyran-2-yl)-1H-pyrazole CC=1C=NN(C1)C1OCCCC1